(3S,4S) or (3R,4R)-7-(1-(4-((tert-butyldiphenylsilyl)oxy)tetrahydrofuran-3-yl)piperidin-4-yl)-6-chloroquinazolin-2-amine [Si](C1=CC=CC=C1)(C1=CC=CC=C1)(C(C)(C)C)O[C@H]1[C@H](COC1)N1CCC(CC1)C1=C(C=C2C=NC(=NC2=C1)N)Cl |o1:18,19|